C(CCCCCCCCC)N(C(CCCN(C)C)=O)C(CCCCCCC(C(=O)OCCC(CCCCCC)CCCCCC)F)CCCCCCCCC 3-Hexylnonyl 9-[N-decyl-4-(dimethylamino)butanamido]-2-fluorooctadecanoate